2-(3-(5-chlorothiophen-2-yl)-4-cyclobutyl-1H-pyrazol-5-yl)isoindoline-1,3-dione ClC1=CC=C(S1)C1=NNC(=C1C1CCC1)N1C(C2=CC=CC=C2C1=O)=O